IC1=CC=C(N=N1)NC(OC(C)(C)C)=O tert-butyl (6-iodopyridazin-3-yl)carbamate